N,N-dimethyl-4-((4-(methylamino)-5-(1,5-naphthyridin-2-yl)-7H-pyrrolo[2,3-d]pyrimidin-2-yl)amino)cyclohexane-1-carboxamide CN(C(=O)C1CCC(CC1)NC=1N=C(C2=C(N1)NC=C2C2=NC1=CC=CN=C1C=C2)NC)C